N-((S)-1-(((R)-4-hydroxy-3-oxo-1-((S)-2-oxopyrrolidin-3-yl)butan-2-yl)amino)-4-methyl-1-oxopentan-2-yl)-4-methoxy-1-propyl-1H-indole-2-carboxamide OCC([C@@H](C[C@H]1C(NCC1)=O)NC([C@H](CC(C)C)NC(=O)C=1N(C2=CC=CC(=C2C1)OC)CCC)=O)=O